O1COC2=C1C=CC(=C2)[C@@H](CC2=CC=CC=C2)\N=C(\C2=CC=C(C=C2)C(F)(F)F)/C#N (R,Z)-N-(1-(benzo[d][1,3]dioxol-5-yl)-2-phenylethyl)-4-(trifluoromethyl)benzimidoylcyanide